(E)-3-fluoro-N'-(1-(naphthalen-2-yl)ethylidene)benzohydrazide FC=1C=C(C(=O)N/N=C(\C)/C2=CC3=CC=CC=C3C=C2)C=CC1